C(=O)(O)CN1CCN(CCN(CC1)CC(=O)O)C(C(=O)O)CCC(=O)O 2-(4,7-bis(carboxymethyl)-1,4,7-triazacyclononane-1-yl)glutaric acid